(3s,5r)-3-aminomethyl-8-fluoro-5-methyl-octanoic acid NC[C@H](CC(=O)O)C[C@@H](CCCF)C